3,3-dimethyl-2-(4-methoxyphenyl)-oxetane CC1(C(OC1)C1=CC=C(C=C1)OC)C